NC1(CC1C=1C=CC(=C(C1)NC(=O)[C@@H]1N(C[C@@H](C1)O)C(=O)NC1=CC=C(C=C1)C(F)(F)F)F)C1=CC(=CC=C1)C#N (2R,4R)-N2-(5-((+)-1-amino-1-(3-cyanophenyl)-3-cyclopropyl)-2-fluorophenyl)-4-hydroxy-N1-(4-(trifluoromethyl)phenyl)pyrrolidine-1,2-dicarboxamide